Ytterbium tris(trifluoromethansulfonat) FC(S(=O)(=O)[O-])(F)F.FC(S(=O)(=O)[O-])(F)F.FC(S(=O)(=O)[O-])(F)F.[Yb+3]